2-(4-oxopiperidin-1-yl)acetamide O=C1CCN(CC1)CC(=O)N